(2S,4R)-2-N-BOC-amino-4-methyl-pyroglutamic acid methyl ester COC([C@]1(N(C([C@@H](C1)C)=O)C(=O)OC(C)(C)C)N)=O